C(=O)OCC=C.C(=O)OCC=C diallyl diformate